COC1=CC=2C3=C(C=NC2C=C1)C=NN3 8-methoxy-1H-pyrazolo[4,3-c]quinoline